CON=CC1=C(C=CC=C1C(F)(F)F)N1CCN(CC1)C(CCOC1=CC=C(C=C1)F)=O 2-(4-{3-[(4-fluorophenyl)oxy]propanoyl}-1-piperazinyl)-6-(trifluoromethyl)benzaldehyde O-methyloxime